6-chloro-4-[({4-[1-methyl-4-(trifluoromethyl)imidazol-2-yl]phenyl}methyl)amino]pyridine-3-carbaldehyde ClC1=CC(=C(C=N1)C=O)NCC1=CC=C(C=C1)C=1N(C=C(N1)C(F)(F)F)C